((8-chloro-1,7-naphthyridin-3-yl)methyl)pyrrolidine-3-carboxylic acid methyl ester COC(=O)C1CN(CC1)CC=1C=NC2=C(N=CC=C2C1)Cl